1,3-diortho-tolylguanidine C1(=C(C=CC=C1)NC(=N)NC1=C(C=CC=C1)C)C